(E)-beta-caryophyllene C/C/1=C\CCC(=C)[C@H]2CC([C@@H]2CC1)(C)C